trans-4-(trans-4'-propylcyclohexyl)cyclohexyl-methanol C(CC)[C@@H]1CC[C@H](CC1)[C@@H]1CC[C@H](CC1)CO